N-(4-{[1-(2,6-dimethoxyphenyl)-4-hydroxy-2-(3-methylbutyl)-6-oxo-1,6-dihydropyrimidin-5-yl]methyl}phenyl)acetamide COC1=C(C(=CC=C1)OC)N1C(=NC(=C(C1=O)CC1=CC=C(C=C1)NC(C)=O)O)CCC(C)C